ClC1=C2C(=C(NC2=CC=C1)C(=O)N1CCN(CC1)C(CN1CC(C1)(F)F)=O)F 1-(4-(4-chloro-3-fluoro-1H-indole-2-carbonyl)piperazin-1-yl)-2-(3,3-difluoroazetidin-1-yl)ethan-1-one